tert-butyl (3R,4R)-4-[4-amino-2-cyclopropoxy-5-(methoxycarbonyl)phenoxy]-3-fluoropiperidine-1-carboxylate NC1=CC(=C(O[C@H]2[C@@H](CN(CC2)C(=O)OC(C)(C)C)F)C=C1C(=O)OC)OC1CC1